N-(3-(5-(5-(2-cyclopentylethyl)-1,2,4-oxadiazol-3-yl)-1H-benzo[d]imidazol-1-yl)propyl)-4-methoxybenzamide C1(CCCC1)CCC1=NC(=NO1)C1=CC2=C(N(C=N2)CCCNC(C2=CC=C(C=C2)OC)=O)C=C1